C(C)N1N=CC(=C1)C(=O)N1CCCC2=CC(=CC=C12)C1(CCC1)C(=O)NC1=CC=C(C=C1)F 1-[1-(1-Ethyl-1H-pyrazol-4-carbonyl)-1,2,3,4-tetrahydrochinolin-6-yl]-N-(4-fluorophenyl)cyclobutan-1-carboxamid